COC(C1=C(C(=CC=C1Cl)Br)F)=O 3-Bromo-6-chloro-2-fluorobenzoic acid methyl ester